Tri(4-octyl)citrat CCCC(CCCC)C(C(C(C(=O)[O-])(C(CCC)CCCC)C(CCC)CCCC)(O)C(=O)[O-])C(=O)[O-]